methyl 7-((2S,5R)-4-(tert-butoxycarbonyl)-2,5-dimethylpiperazin-1-yl)-4-methyl-5-oxo-4,5-dihydropyrazolo[1,5-a]pyrimidine-2-carboxylate C(C)(C)(C)OC(=O)N1C[C@@H](N(C[C@H]1C)C1=CC(N(C=2N1N=C(C2)C(=O)OC)C)=O)C